C1(CCC1)N1N=CC(=C1)C1=C(C=C(C=C1)N)C=1N=NN(N1)C(C1=CC=CC=C1)(C1=CC=CC=C1)C1=CC=CC=C1 4-(1-cyclobutyl-1H-pyrazol-4-yl)-3-(2-trityl-2H-tetrazol-5-yl)phenylamine